(3S,4S)-8-(5-(((6aS,8S)-8-((cyclopropylmethoxy)methyl)-6a,7,8,9-tetrahydro-6H-pyrido[3,2-b]pyrrolo[1,2-d][1,4]oxazin-4-yl)thio)pyrazin-2-yl)-3-methyl-2-oxa-8-azaspiro[4.5]decan-4-amine C1(CC1)COC[C@H]1C[C@@H]2N(C3=C(OC2)C(=CC=N3)SC=3N=CC(=NC3)N3CCC2([C@@H]([C@@H](OC2)C)N)CC3)C1